OC1=C(C=O)C(=CC=C1)OC[C@H]1N(CCCC1)C(C1=C(N=CC=C1)CCN1CCCC1)=O (S)-2-hydroxy-6-((1-(2-(2-(pyrrolidin-1-yl)ethyl)-nicotinoyl)piperidin-2-yl)methoxy)benzaldehyde